1-(4-((1S,3S)-3-(6-(4-(4-Methyl-1-(oxetan-3-yl)-1H-pyrazol-5-yl)piperidin-1-yl)-2-(trifluoromethyl)pyrimidin-4-yl)cyclobutyl)piperazin-1-yl)prop-2-en-1-one CC=1C=NN(C1C1CCN(CC1)C1=CC(=NC(=N1)C(F)(F)F)C1CC(C1)N1CCN(CC1)C(C=C)=O)C1COC1